N1-(4-(3,5-dimethyl-4-(2,2,2-trifluoroethyl)piperazin-1-yl)-3-methylphenyl)cyclobutane-1,3-diamine CC1CN(CC(N1CC(F)(F)F)C)C1=C(C=C(C=C1)NC1CC(C1)N)C